C(C=C)(=O)O.C(CCCCCCCCCCC)OCCCCCCCCCCCC dodecyl ether acrylate